4-((1R,5S)-3,8-diazabicyclo[3.2.1]octan-3-yl)-7-chloro-8-fluoro-1,6-naphthyridin-2(1H)-one [C@H]12CN(C[C@H](CC1)N2)C2=CC(NC1=C(C(=NC=C21)Cl)F)=O